P(O)(=O)(OP(=O)(O)OP(=O)(O)O)OC[C@@H]1[C@H]([C@H]([C@@](O1)(C1=CNC(=O)NC1=O)CCC)O)O propyl pseudouridine-5'-triphosphate